(racemic)-4-(3-chloro-4-(6-(1-methylcyclopropoxy)-9-((4-methylpyridin-2-yl)methyl)-9H-purin-8-yl)phenoxy)pyrrolidin-2-one ClC=1C=C(O[C@@H]2CC(NC2)=O)C=CC1C=1N(C2=NC=NC(=C2N1)OC1(CC1)C)CC1=NC=CC(=C1)C |r|